tert-butyl (3S,4R)-3-methyl-4-[4-(trifluoromethoxy)anilino]piperidine-1-carboxylate C[C@H]1CN(CC[C@H]1NC1=CC=C(C=C1)OC(F)(F)F)C(=O)OC(C)(C)C